FC([C@](C)(O)C1=NC=C2N1[C@H](CN1C2=CC(=N1)C12CCC(CC1)(CC2)COC2OCCCC2)C)(F)F (2R)-1,1,1-Trifluoro-2-((5S)-5-methyl-9-(4-(((tetrahydro-2H-pyran-2-yl)oxy)methyl)bicyclo[2.2.2]octan-1-yl)-5,6-dihydroimidazo[1,5-a]pyrazolo[5,1-c]pyrazin-3-yl)propan-2-ol